N(=C=O)CC1=C(C=C(C(=C1)C)CN=C=O)C 1,4-Bis(isocyanatomethyl)-2,5-dimethylbenzol